(1R,2S,4R)-4-({[4-(5,6-di(2H3)-methoxypyridazin-3-yl)phenyl]methyl}amino)-2-{methyl[6-(2,2,2-trifluoroethyl)thieno[2,3-d]pyrimidin-4-yl]amino}cyclopentan-1-ol C(OC=1C=C(N=NC1OC([2H])([2H])[2H])C1=CC=C(C=C1)CN[C@@H]1C[C@@H]([C@@H](C1)O)N(C=1C2=C(N=CN1)SC(=C2)CC(F)(F)F)C)([2H])([2H])[2H]